N(C1=CC=CC=C1)C1=C(C=CC(=C1)Cl)C(C=CC1=CC=C(C(=O)NC2CCC(CC2)O)C=C1)=O 4-[3-(2-Anilino-4-chlorophenyl)-3-oxoprop-1-enyl]-N-(4-hydroxycyclohexyl)benzamide